C[C@@H]1CC[C@H](N(C1)C(C(=O)NC=1C=C(C=NC1)C(=O)N)=O)C=1C=C2C=CC(NC2=CC1)=O 5-[[2-[(2S,5R)-5-methyl-2-(2-oxo-1H-quinolin-6-yl)-1-piperidyl]-2-oxo-acetyl]amino]pyridine-3-carboxamide